tert-butyl 4-({2-butyl-4-(tert-butylamino)-7-(3,4,5,6-tetrahydro-2H-pyran-4-yl)thieno[3,2-b]imidazo[4,5-d]pyridin-1-yl}methyl)hexahydropyridine-1-carboxylate C(CCC)C1=NC=2C(=C3C(=NC2NC(C)(C)C)C=C(S3)C3CCOCC3)N1CC1CCN(CC1)C(=O)OC(C)(C)C